ClC1=CC=C(C=C1)N1N=C(N=C1)C(=O)N(C1=CC=NC=C1)C 1-(4-chlorophenyl)-N-methyl-N-(pyridin-4-yl)-1H-1,2,4-triazole-3-carboxamide